The molecule is an L-tyrosine in which one of the beta-hydrogens in L-tyrosine is replaced by a L-histidino group joined via the N(pros)-position. It is a L-tyrosine derivative and a non-proteinogenic L-alpha-amino acid. C1=CC(=CC=C1[C@H]([C@@H](C(=O)O)N)N2C=NC=C2C[C@@H](C(=O)O)N)O